(2S,3S)-2,3-dimethyl-3-pyrrolidinol C[C@@H]1NCC[C@@]1(O)C